[Br-].[Br-].OC(C[N+]1=CC=CC=C1)C[N+](C)(C)CCO {2-hydroxy-3-[(2-hydroxyethyl)dimethylazaniumyl]propyl}pyridin-1-ium dibromide